C1(=CC=CC=C1)C1=NC(=NC(=N1)C1=CC=CC=C1)B1OC(C)(C)C(C)(C)O1 (4,6-diphenyl-1,3,5-triazin-2-yl)boronic acid pinacol ester